OC1(CC1)C1=NN(C=N1)C1CC2(CN(C2)C(=O)N2CC3(C2)CC(C3)CC=3C=NN(C3C(F)(F)F)C)C1 [6-[3-(1-hydroxycyclopropyl)-1,2,4-triazol-1-yl]-2-azaspiro[3.3]heptan-2-yl]-[6-[[1-methyl-5-(trifluoromethyl)pyrazol-4-yl]methyl]-2-azaspiro[3.3]heptan-2-yl]methanone